ClC1=NC=CC(=C1)ON1N=C(C=C1)O ((2-Chloropyridin-4-yl)oxy)-1H-pyrazol-3-ol